BrC1=C(C=C(C=C1)C=1CCN(CC1)C(=O)OC(C)(C)C)Cl tert-butyl 4-(4-bromo-3-chlorophenyl)-3,6-dihydropyridine-1(2H)-carboxylate